trisodium tris(2,4-dimethyl-5-sulfophenyl)phosphine salt CC1=C(C=C(C(=C1)C)S(=O)(=O)[O-])P(C1=C(C=C(C(=C1)S(=O)(=O)[O-])C)C)C1=C(C=C(C(=C1)S(=O)(=O)[O-])C)C.[Na+].[Na+].[Na+]